O1NCC(CC1)C#N oxaazacyclohexane-4-carbonitrile